6-chlorobenzo[d][1,3]Dioxolen-5-yl trifluoromethanesulfonate FC(S(=O)(=O)OC1=CC2=C(OCO2)C=C1Cl)(F)F